3-(3-chloro-4-(9-((4-chloropyridin-2-yl)methyl)-6-(1-methylcyclopropoxy)-9H-purin-8-yl)phenoxy)propan-1-ol ClC=1C=C(OCCCO)C=CC1C=1N(C2=NC=NC(=C2N1)OC1(CC1)C)CC1=NC=CC(=C1)Cl